N-(3-((2,2-difluoroethyl)amino)-3-iminopropyl)-1-methyl-4-(1-methyl-4-nitro-1H-pyrrole-2-carboxamido)-1H-pyrrole-2-carboxamide FC(CNC(CCNC(=O)C=1N(C=C(C1)NC(=O)C=1N(C=C(C1)[N+](=O)[O-])C)C)=N)F